trithio isocyanate fluorophosphate P(=O)(O)(O)F.S(SSN=C=O)N=C=O